1-{[(1R)-1-(2,2-difluoro-1,3-benzodioxol-5-yl)ethyl]carbamoyl}-4-oxoazetidine-2-carboxylate FC1(OC2=C(O1)C=CC(=C2)[C@@H](C)NC(=O)N2C(CC2=O)C(=O)[O-])F